C(C)OC(CCC(=O)C1=NC(=CC=C1O)CC1=CC=C(C=C1)Cl)=O 4-[6-(4-Chloro-benzyl)-3-hydroxy-pyridin-2-yl]-4-oxo-butyric acid ethyl ester